2,5-dichloro-N-(2-(((R)-3-methyl-1-((R)-4-(2-(methylamino)-2-oxoethyl)-5-oxo-1,3,2-dioxaborolan-2-yl)butyl)amino)-2-oxoethyl)benzamide ClC1=C(C(=O)NCC(=O)N[C@@H](CC(C)C)B2OC([C@H](O2)CC(=O)NC)=O)C=C(C=C1)Cl